OC=1C=C(C=CC1O)C1OC2=C(CC1)C(=CC(=C2)O)O 2-(3,4-dihydroxyphenyl)-5,7-dihydroxyl-2,3-dihydro-4H-1-benzopyran